5-(4-(4,4-dimethylcyclohexyl)phenyl)thiophene CC1(CCC(CC1)C1=CC=C(C=C1)C1=CC=CS1)C